2-Methyl-1-(2,6,8-tris-methylamino-pyrimido[5,4-d]-pyrimidin-4-ylamino)-propan-2-ol CC(CNC=1C2=C(N=C(N1)NC)C(=NC(=N2)NC)NC)(C)O